BrC=1C(=NC(=NC1)NC1=C(C=C(C=C1)N1CCN(CC1)C)CC)NCCCNC(=O)C1COCC1 N-(3-((5-bromo-2-((2-ethyl-4-(4-methylpiperazin-1-yl)phenyl)amino)pyrimidin-4-yl)amino)propyl)tetrahydrofuran-3-carboxamide